1,5,7-trimethyl-4-oxo-N-[rac-(1S,2S)-2-phenylcyclohexyl]-4,5-dihydro-1H-pyrrolo[3,2-c]pyridine-3-carboxamide CN1C=C(C=2C(N(C=C(C21)C)C)=O)C(=O)N[C@@H]2[C@@H](CCCC2)C2=CC=CC=C2 |r|